IC=1C=C(C=C(C1)OC1=CC=C(C=C1)C1=CC=CC=C1)OC1=CC=C(C=C1)C1=CC=CC=C1 4,4''-((5-iodo-1,3-phenylene)bis(oxy))di-1,1'-biphenyl